C(CCC)(=O)[O-].OCCC[N+](C)(C)CC1=CC=CC=C1 hydroxyethylbenzyltrimethylammonium butanoate